2-Methyl-2-amino-propionic acid CC(C(=O)O)(C)N